[Cl-].C(CCCCCCCCC)[NH+](CC=C)C decyl-methyl-allyl-ammonium chloride